P(O[Si](C)(C)C)(O[Si](C)(C)C)O[Si](CCC)(CCC)CCC bis(trimethylsilyl) (tri-n-propylsilyl) phosphite